neo-Pentan CC(C)(C)C